Cl.Cl.NC(C1=CC=CC=C1)N Diaminophenylmethan dihydrochlorid